FC(N1N=CC(=C1C1=CC=C(C=C1)OC)C=1C=C2CN(C(C2=CC1)=O)C1C(NC(CC1)=O)=O)F 3-(5-(1-(difluoromethyl)-5-(4-methoxyphenyl)-1H-pyrazol-4-yl)-1-oxoisoindolin-2-yl)piperidine-2,6-dione